C(C1=CC=CC=C1)(C1=CC=CC=C1)OC(C)=O acetic acid-benzhydryl ester